The molecule is an acyclic mixed acid anhydride that results from the formal condensation of the phosphoryl group of AMP with the carboxyl group of 4-hydroxybenzoic acid. It is a purine ribonucleoside 5'-monophosphate and an acyclic mixed acid anhydride. It derives from a 4-hydroxybenzoic acid and an adenosine 5'-monophosphate. It is a conjugate acid of a 4-hydroxybenzoyl-AMP(1-). C1=CC(=CC=C1C(=O)OP(=O)(O)OC[C@@H]2[C@H]([C@H]([C@@H](O2)N3C=NC4=C(N=CN=C43)N)O)O)O